FC1(CC(C1)NC=1N=CC2=C(N1)NC=C2C2=CC=1N(C=C2)N=CC1C(=O)NCC(C)(C)F)F 5-(2-((3,3-difluorocyclobutyl)amino)-7H-pyrrolo[2,3-d]pyrimidin-5-yl)-N-(2-fluoro-2-methylpropyl)pyrazolo[1,5-a]pyridine-3-carboxamide